C1=CNC=CC2=C1C=CC=C2 [3]Benzoazepine